C(C(=O)O)(=O)O Ethanedioic Acid